(2RS)-2-[4-(difluoromethyl)-6-[4-[(3R,4R)-3-fluoro-4-piperidyl]phenyl]-1-oxo-isoindolin-2-yl]-2-(6,7-dihydro-5H-pyrrolo[1,2-c]imidazol-1-yl)-N-thiazol-2-yl-acetamide FC(C1=C2CN(C(C2=CC(=C1)C1=CC=C(C=C1)[C@@H]1[C@H](CNCC1)F)=O)[C@@H](C(=O)NC=1SC=CN1)C1=C2N(C=N1)CCC2)F |&1:25|